(1S,2S,3R)-4-(3-chloro-5-fluoro-phenoxy)-2,3-difluoro-7-(trifluoromethylsulfanyl)indan-1-ol ClC=1C=C(OC2=C3[C@H]([C@H]([C@H](C3=C(C=C2)SC(F)(F)F)O)F)F)C=C(C1)F